1-(3,8-dihydroxybehenoyl)2-acetoxyglycerol OC(CC(=O)OCC(OOC(C)=O)CO)CCCCC(CCCCCCCCCCCCCC)O